CC1(C(=C(C1)C1=C(C=CC=C1)NC(C)=O)C1=CC=C(C=C1)C1=CC=CC=C1)C N-(2-(3,3-dimethyl-2-(4-phenylphenyl)cyclobut-1-en-1-yl)phenyl)acetamide